(3S,4R)-3-(3-(2-hydroxy-6-methyl-4-(trifluoromethyl)phenyl)-5,6-dihydro-7H-pyrrolo[2,3-c]pyridazin-7-yl)piperidin-4-ol OC1=C(C(=CC(=C1)C(F)(F)F)C)C1=CC2=C(N=N1)N(CC2)[C@H]2CNCC[C@H]2O